FC(C(C(F)(F)F)OC(=O)N1CCC2(C[C@H]2C(=O)N2CCOCC2)CC1)(F)F.FC1=C(C=CC(=C1)F)N1C=C(C=C1)[C-]1C=CC=C1.[C-]1(C=CC=C1)C1=CN(C=C1)C1=C(C=C(C=C1)F)F.[Ti+2] |o1:15| bis(1-(2,4-difluorophenyl)-3-pyrrolyl)titanocene 1,1,1,3,3,3-hexafluoro-propan-2-yl-(R or S)-1-(morpholine-4-carbonyl)-6-azaspiro[2.5]-octane-6-carboxylate